C(C)N1CCN(CC1)C(=O)C=1N(C2=CC(=CC=C2C1)OC1=NC=C(N=C1)C1=NC(=NO1)C1=CC=C(C=C1)C(F)(F)F)C (4-ethylpiperazin-1-yl)(1-methyl-6-((5-(3-(4-(trifluoromethyl)phenyl)-1,2,4-oxadiazol-5-yl)pyrazin-2-yl)oxy)-1H-indol-2-yl)methanone